8-methyl-2-[(oxetan-3-yl)methyl]-4,5-dihydro-2H-furo[2,3-g]indazole-7-carboxylic acid ethyl ester C(C)OC(=O)C1=C(C2=C(CCC3=CN(N=C23)CC2COC2)O1)C